OC=1C(=C2C(C(=C(OC2=CC1)O)C1=CC=CC=C1)=O)O tris-hydroxyisoflavone